1,3-bis(2-methoxyethyl)-2-methylimidazolium acrylate C(C=C)(=O)[O-].COCCN1C(=[N+](C=C1)CCOC)C